COC1=NC=CC(=C1)CN1N=C2N(CCCC2)C1=O (5RS)-2-[(2-Methoxypyridin-4-yl)methyl]-3-oxo-2,3,5,6,7,8-hexahydro[1,2,4]triazolo[4,3-a]pyridin